(2R,3S,4S,5R)-3-(2-benzyloxy-3,4-difluoro-phenyl)-N-[6-[[tert-butyl(dimethyl)silyl]oxymethyl]-3-pyridyl]-4,5-dimethyl-5-(trifluoromethyl)tetrahydrofuran-2-carboxamide C(C1=CC=CC=C1)OC1=C(C=CC(=C1F)F)[C@H]1[C@@H](O[C@]([C@H]1C)(C(F)(F)F)C)C(=O)NC=1C=NC(=CC1)CO[Si](C)(C)C(C)(C)C